1-(3-phenylpropyl)imidazo[2,1-b][1,3]benzothiazole C1(=CC=CC=C1)CCCN1C=CN2C1SC1=C2C=CC=C1